methyl-3-{[3-(2-aminoquinazolin-6-yl)-2,4-difluorophenyl]sulfamoyl}cyclohexane CC1CC(CCC1)S(NC1=C(C(=C(C=C1)F)C=1C=C2C=NC(=NC2=CC1)N)F)(=O)=O